CC(C)OCCOC1=NN(C=C1C(=O)O)C1CCC(CC1)NC(=O)OC(C)(C)C 3-[2-(prop-2-yloxy)ethoxy]-1-[(1r,4r)-4-{[(tert-butoxy)carbonyl]amino}cyclohexyl]-1H-pyrazole-4-carboxylic acid